((1S,3S)-3-((3-aminopropyl)((3S,4S)-3-methoxytetrahydro-2H-pyran-4-yl)amino)-1-isopropylcyclopentyl)(3-(trifluoromethyl)-7,8-dihydro-1,6-naphthyridin-6(5H)-yl)methanone NCCCN([C@@H]1C[C@@](CC1)(C(C)C)C(=O)N1CC=2C=C(C=NC2CC1)C(F)(F)F)[C@@H]1[C@@H](COCC1)OC